5-(3,4-Dimethoxyphenyl)-4-(2-methylpyridin-4-yl)-1H-imidazol-2-amine COC=1C=C(C=CC1OC)C1=C(N=C(N1)N)C1=CC(=NC=C1)C